ClC1=NC=CC(=N1)NC=1C=C2C=NNC(C2=CC1)=O 6-[(2-chloropyrimidin-4-yl)amino]-2H-phthalazin-1-one